ClC=1C=C(C=CC1)[C@H](CO)NC(=O)C=1N=CN(C1)C1=NC(=NC=C1C)NC1CCOCC1 (R)-N-(1-(3-chlorophenyl)-2-hydroxyethyl)-1-(5-methyl-2-((tetrahydro-2H-pyran-4-yl)-amino)-pyrimidin-4-yl)-1H-imidazole-4-amide